NN=CN(CC(=O)O)C N-(aminoiminomethyl)-N-methyl-glycine